NC1=CC(=NN1C1=CC=C(C=C1)C(C)C)C 5-amino-1-(4-isopropylphenyl)-3-methylpyrazole